methyl 5-bromo-2-formyl-furan-3-carboxylate BrC1=CC(=C(O1)C=O)C(=O)OC